C1(=CC=CC=C1)[C@@H]1CC[C@H](CC1)C(C=O)CC trans-2-(4-phenylcyclohexyl)butanal